2-(4-((6-bromoquinolin-4-yl)oxy)-3-methylphenyl)-N-(1-(tert-butyl)-1H-pyrazol-4-yl)acetamide BrC=1C=C2C(=CC=NC2=CC1)OC1=C(C=C(C=C1)CC(=O)NC=1C=NN(C1)C(C)(C)C)C